1-(piperidin-4-yl)-3-(4-(4-(trifluoromethyl)phenoxy)phenyl)-1H-pyrazolo[3,4-d]pyrimidin-4-amine N1CCC(CC1)N1N=C(C=2C1=NC=NC2N)C2=CC=C(C=C2)OC2=CC=C(C=C2)C(F)(F)F